C1(CC1)NC(=O)C1=C(C=C(C=C1OC)C1=CN=C2N1C=CC(=C2)C2(CC2)C(=O)O)OC(F)F 1-[3-[4-(cyclopropyl-carbamoyl)-3-(difluoromethoxy)-5-methoxy-phenyl]imidazo[1,2-a]pyridin-7-yl]cyclopropane-carboxylic acid